ClC1=CC(=CC(=N1)C1=CC(=NC=N1)C(=O)NC)[C@@H]1N(CCNC1)S(=O)(=O)C (S)-6-(6-chloro-4-(1-(methylsulfonyl)piperazin-2-yl)pyridin-2-yl)-N-methyl-pyrimidine-4-carboxamide